(S)-2,2-difluoro-2-(1-hydroxycyclobutyl)-1-(4-(pyrazolo[1,5-a]pyridin-2-yl)-6,7-dihydro-1H-imidazo[4,5-c]pyridin-5(4H)-yl)ethanone FC(C(=O)N1[C@@H](C2=C(CC1)NC=N2)C2=NN1C(C=CC=C1)=C2)(C2(CCC2)O)F